(2R,4R)-4-((6-bromo-3-fluoro-4-(2-fluoropropan-2-yl)pyridin-2-yl)methyl)-1-(3-chloro-2-fluorobenzyl)-2-methylpiperidine-4-carboxylic acid tert-butyl ester C(C)(C)(C)OC(=O)[C@]1(C[C@H](N(CC1)CC1=C(C(=CC=C1)Cl)F)C)CC1=NC(=CC(=C1F)C(C)(C)F)Br